ClC=1C(=CC(=NC1)NC=1SC=C(N1)C)C=1C=C2N(C[C@@H](N(C2=O)CC2=C(C=CC(=C2)F)CO)COC)C1 (R)-7-(5-chloro-2-((4-methylthiazol-2-yl)amino)pyridine-4-yl)-2-(5-fluoro-2-(hydroxymethyl)benzyl)-3-(methoxymethyl)-3,4-dihydropyrrolo[1,2-a]pyrazine-1(2H)-one